2-(4-(2-methyl-3,5-diphenylpyrazolo[1,5-a]pyrimidin-7-yl)piperazin-1-yl)ethan-1-ol CC1=NN2C(N=C(C=C2N2CCN(CC2)CCO)C2=CC=CC=C2)=C1C1=CC=CC=C1